FC=1C(=NC(=NC1)N1C[C@@H]2[C@H](C1)CN(C2)C(=O)C2=C(C=CC=C2C2=NC=CC=N2)F)C(C)(C)O ((3aR,6aS)-5-(5-fluoro-4-(2-hydroxyprop-2-yl)pyrimidin-2-yl)hexahydropyrrolo[3,4-c]pyrrol-2(1H)-yl)(2-fluoro-6-(pyrimidin-2-yl)phenyl)methanone